[N+](=O)([O-])C1=CC=C(C=C1)NC(=O)NC(CC(=O)O)C(NC(C(OCCC)=O)C)=O 3-{[(4-nitrophenyl)carbamoyl]amino}-3-[(1-oxo-1-propoxypropan-2-yl)carbamoyl]propanoic acid